tert-butyl (1-(5-aminopyridin-3-yl)-3-methoxypropyl)carbamate NC=1C=C(C=NC1)C(CCOC)NC(OC(C)(C)C)=O